Hydroxy-{5-[hydroxy-(sulfino)-methyl]thien-2-yl}-methanesulfinic acid OC(S(=O)O)C=1SC(=CC1)C(S(=O)O)O